6-chloro-2-(trifluoromethyl)quinoline ClC=1C=C2C=CC(=NC2=CC1)C(F)(F)F